C1(=CC=CC=2OC3=C(C21)C=CC=C3)C3=C(C=CC=C3)C3=C(C(=CC=2C1=CC=CC=C1CC32)C)C (dibenzofuranyl)(dimethylfluorenyl)benzene